(±)-Ethyl 6-oxo-2-(pent-4-enyl)piperidine-2-carboxylate O=C1CCC[C@@](N1)(C(=O)OCC)CCCC=C |r|